O[C@@H]1C[C@H](N(C1)C([C@H](C(C)C)C1=C(C(=NO1)N1CC2(C1)CN(C2)C2=CC=C1C=C(N=NC1=C2)C2=C(C=CC=C2)O)C)=O)C(=O)O (2S,4R)-4-hydroxy-1-[(2R)-2-(3-{6-[3-(2-hydroxyphenyl)cinnolin-7-yl]-2,6-diazaspiro[3.3]heptan-2-yl}-4-methyl-1,2-oxazol-5-yl)-3-methylbutanoyl]pyrrolidine-2-carboxylic acid